C(CCC)N1C2=CC=3C(=CC2=CC=2C=C(C(=CC12)F)F)N(C1=CC(=C(C=C1C3)F)F)CCCC 5,12-dibutyl-2,3,9,10-tetrafluoroquinolino[2,3-b]acridine